(9H-fluoren-9-yl)methyl (4-(dimethoxymethyl)phenyl)carbamate COC(C1=CC=C(C=C1)NC(OCC1C2=CC=CC=C2C=2C=CC=CC12)=O)OC